FC=1C=C(COC2N(C3CN4C2(CN2C(N=CC=C24)=O)C3)CC(F)(F)F)C=CC1OC1=CC(=NC=C1)C(F)(F)F ((3-fluoro-4-((2-(trifluoromethyl)pyridin-4-yl)oxy)benzyl)oxy)-2-(2,2,2-trifluoroethyl)-1,2,3,4-tetrahydro-9H,11H-3,11a-methanopyrazino[1',2':3,4]imidazo[1,2-c]pyrimidin-9-one